8-ethyl-2-methyl-6-(4,4,5,5-tetramethyl-1,3,2-dioxaborolan-2-yl)imidazo[1,2-b]pyridazine C(C)C=1C=2N(N=C(C1)B1OC(C(O1)(C)C)(C)C)C=C(N2)C